FC=1C=C(C=CC1)C(N1C[C@@H](N(C[C@H]1C)C1=CC(N(C=2C=CC(=NC12)C#N)C)=O)C)C1=NC=C(C=C1)OC(C)C 8-[(2S,5R)-4-[(3-fluorophenyl)[5-(propan-2-yloxy)pyridin-2-yl]methyl]-2,5-dimethylpiperazin-1-yl]-5-methyl-6-oxo-5,6-dihydro-1,5-naphthyridine-2-carbonitrile